C(=C)C1C2C=CC(C1)C2 5-vinylbicyclo[2.2.1]-hept-2-ene